OC1=C(C(N(C(=C1)C)C)=O)NC(N[C@@H](CC(=O)O)C=1SC(=CC1)CC1=C(C=CC=C1)C)=O (S)-3-(3-(4-hydroxy-1,6-dimethyl-2-oxo-1,2-dihydropyridin-3-yl)ureido)-3-(5-(2-methylbenzyl)thiophen-2-yl)propanoic acid